tert-butyl (S)-(1-(5-(2-cyclopropylpyridin-4-yl)-1,2,4-oxadiazol-3-yl)ethyl)-carbamate C1(CC1)C1=NC=CC(=C1)C1=NC(=NO1)[C@H](C)NC(OC(C)(C)C)=O